N1(CCCCC1)C(=O)OC1CNC1 trans-azetidin-3-yl piperidine-1-carboxylate